4-ethyl-oxazol-2(3H)-one C(C)C=1NC(OC1)=O